[Br-].BrC1=CC=C(C[N+](C)(C)C)C=C1 (4-bromobenzyl)trimethylammonium bromide